4-(2-hydroxyethoxyphenyl)-2-methoxyphenyl ketone OCCOC1=C(C=CC=C1)C1=CC(=C(C=C1)C(=O)C1=C(C=C(C=C1)C1=C(C=CC=C1)OCCO)OC)OC